Pyrrolo[2,3-e]Pyrazine dihydrochloride Cl.Cl.N1C=CN=C2C1=CC=N2